3-iodo-2-methyl-1-propene ICC(=C)C